racemic-5-(benzyloxy)-2-cyano-2-(phenylamino)pentanoic acid ethyl ester C(C)OC([C@](CCCOCC1=CC=CC=C1)(NC1=CC=CC=C1)C#N)=O |r|